(R)-1-benzyl-3-methylaminopyrrolidine C(C1=CC=CC=C1)N1C[C@@H](CC1)NC